ethyl 5-((7R,14S)-1-(difluoromethoxy)-6-methyl-5-oxo-5,6,7,14-tetrahydro-7,14-methanobenzo[c]pyrido[1',2':1,5]pyrazolo[4,3-f]azocin-12-yl)-3,6-dihydro-2H-pyran-2-carboxylate FC(OC1=CC=CC=2C(N([C@H]3C=4C([C@@H](C21)C3)=C3N(N4)C=CC(=C3)C3=CCC(OC3)C(=O)OCC)C)=O)F